N[C@@H](C(=O)N[C@@H](CC1=C(C=C(C=C1C)O)C)C(C[C@@H](CCCN)C1=NC(=NO1)CC1=CC=CC=C1)=O)CCNC(=N)N (R)-2-amino-N-((2S,5R)-8-amino-5-(3-benzyl-1,2,4-oxadiazol-5-yl)-1-(4-hydroxy-2,6-dimethylphenyl)-3-oxooctane-2-yl)-4-guanidino-butyramide